CN1CC=2C(=NC(=CC2C1=O)N1C[C@@H](OCC1)C=1C=NN(C1)C)[C@@H]1C[C@@H](C1)C(F)(F)F 2-methyl-6-((2S)-2-(1-methyl-1H-pyrazol-4-yl)-4-morpholinyl)-4-(cis-3-(trifluoromethyl)cyclobutyl)-2,3-dihydro-1H-pyrrolo[3,4-c]pyridin-1-one